Tetramethyldihydroxyheptasiloxane C[SiH](O[Si](C)(C)C)O[SiH2]O[Si](O[SiH2]O[SiH2]O[SiH3])(O)O